4-(2-(1-methyl-1,2,3,6-tetrahydro-pyridin-4-yl)-1H-pyrrolo[2,3-b]-pyridin-5-yl)-N-(2,2,2-trifluoro-ethyl)thiophene-2-carboxamide CN1CCC(=CC1)C1=CC=2C(=NC=C(C2)C=2C=C(SC2)C(=O)NCC(F)(F)F)N1